C1=C(C1)[2H] cyclopropene-2-d